FC(CCN(C(CC1(CCCCC1)O)=O)C)(C)C N-(3-fluoro-3-methylbutyl)-2-(1-hydroxycyclohexyl)-N-methylacetamide